((3bS,4aR)-5,5-difluoro-3-(trifluoromethyl)-3b,4,4a,5-tetrahydro-1H-cyclopropa[3,4]cyclopenta[1,2-c]pyrazol-1-yl)acetamide FC1([C@H]2[C@@H](C3=C1N(N=C3C(F)(F)F)CC(=O)N)C2)F